trans-(4-aminocyclohexyl)carbamic acid tert-butyl ester C(C)(C)(C)OC(N[C@@H]1CC[C@H](CC1)N)=O